OC(CN)CN 2-hydroxyl-1,3-propanediamine